(3S)-3-(4-chloro-1-methyl-1H-benzotriazol-5-yl)-3-(7-{[(2R,5S)-2-ethyl-5-methyl-2,3-dihydropyrido[2,3-f][1,4]oxazepin-4(5H)-yl]methyl}-1-benzothien-5-yl)propanoic acid ClC1=C(C=CC=2N(N=NC21)C)[C@@H](CC(=O)O)C=2C=C(C1=C(C=CS1)C2)CN2C[C@H](OC1=C([C@@H]2C)N=CC=C1)CC